COC(=O)C1=NC(=C(C=C1F)Br)N=CNO 5-bromo-3-fluoro-6-(((hydroxylamino)Methylidene)amino)pyridine-2-carboxylic acid methyl ester